4-bromo-2-fluorophenyl piperidine-1-carboxylate N1(CCCCC1)C(=O)OC1=C(C=C(C=C1)Br)F